BrC=1C(=NN(C1C(F)(F)F)C(C)C)NC1=C(C(=CC=C1C)OC)C 4-bromo-1-isopropyl-N-(3-methoxy-2,6-dimethylphenyl)-5-(trifluoromethyl)-1H-pyrazol-3-amine